COC(=O)C=1C=C2CN(C(C2=CC1)=O)C1=CC2=C(NC(N2)=O)C=C1 1-oxo-2-(2-oxo-1,3-dihydrobenzimidazol-5-yl)isoindoline-5-carboxylic acid methyl ester